C1(CC1)C1=CC=C(C=C1)C=1C=C(C(=NC1)C=1N(C2=C(N(C(C(=C2)C(F)(F)F)=O)CC)N1)C)SCC 2-[5-(4-cyclopropylphenyl)-3-(ethylsulfanyl)pyridin-2-yl]-4-ethyl-1-methyl-6-(trifluoromethyl)imidazo[4,5-b]pyridin-5-one